C(O[C@@H]1[C@H](O[C@H]([C@H]1F)N1C=C(C2=C1N=CN=C2N)I)CO)(OC2C1CCC(C2)C1)=O (2R,3R,4S,5R)-5-(4-amino-5-iodo-7H-pyrrolo[2,3-d]pyrimidin-7-yl)-4-fluoro-2-(hydroxymethyl)tetrahydrofuran-3-yl (bicyclo[2.2.1]heptan-2-yl) carbonate